C(C)(C)(C)OC(=O)N(C=1C=CC(=C(C(=O)O)C1)[N+](=O)[O-])C 5-((tert-butoxycarbonyl)(methyl)amino)-2-nitrobenzoic acid